C(C)(=O)OCN1N=C(N=N1)CC[C@@H]1C[C@@H]2C[C@H](N(C[C@@H]2CC1)C(=O)OC(C)(C)C)C(=O)OCC(CC)CC tert-butyl (3S,4aR,6R,8aR)-6-{2-[2-(acetoxymethyl)-2H-tetraazol-5-yl]ethyl}-3-(2-ethylbutoxycarbonyl)perhydro-2-isoquinolinecarboxylate